ClCC([C@H](CC1=CC=CC=C1)NC(=O)OC(C)(C)C)=O (S)-1-chloro-3-(t-butoxycarbonyl)amino-4-phenyl-2-butanone